furo(3',4':6,7)naphtho(2,3-d)-1,3-dioxol-6-one O1COC2=C1C=C1C=C3C(=CC1=C2)C(OC3)=O